2-((5-methoxypyrazine-2-yl)amino)butanoic acid COC=1N=CC(=NC1)NC(C(=O)O)CC